ClC=1C(=NC(=NC1)NC1=NN(N=C1)C)C1=CC=C2CN(C(C2=C1)=O)[C@@H](C(=O)N[C@H](CO)C1=CC(=CC(=C1)OC)F)C (2R)-2-(6-{5-Chloro-2-[(2-methyl-2H-1,2,3-triazol-4-yl)amino]pyrimidin-4-yl}-1-oxo-2,3-dihydro-1H-isoindol-2-yl)-N-[(1S)-1-(3-fluoro-5-methoxyphenyl)-2-hydroxyethyl]propanamid